N-tert-butyl-3-methoxy-6-[4-(trifluoromethyl)anilino]pyridine-2-carboxamide C(C)(C)(C)NC(=O)C1=NC(=CC=C1OC)NC1=CC=C(C=C1)C(F)(F)F